5-(benzyloxy)-N-(cis-4-hydroxycyclohexyl)-2-methylbenzofuran-3-carboxamide C(C1=CC=CC=C1)OC=1C=CC2=C(C(=C(O2)C)C(=O)N[C@@H]2CC[C@@H](CC2)O)C1